tert-Butyl (1R,4r)-4-((E)-4-(((1r,4R)-4-(2-(dibenzylamino)ethoxy)cyclohexyl) oxy)but-2-enamido)cyclohexane-1-carboxylate C(C1=CC=CC=C1)N(CCOC1CCC(CC1)OC/C=C/C(=O)NC1CCC(CC1)C(=O)OC(C)(C)C)CC1=CC=CC=C1